CNC(=O)C1N(CCC1)C(=O)O 2-(methylcarbamoyl)pyrrolidine-1-carboxylic acid